[1-(2-Chlorophenyl)-5-[3-(2,2-dimethylpropoxy)-phenyl]-1H-pyrazol-3-yl]methanol ClC1=C(C=CC=C1)N1N=C(C=C1C1=CC(=CC=C1)OCC(C)(C)C)CO